tert-butyl N-[2-(3-cyanophenyl)-1-(4-hydroxy-4,5-dihydrothiazol-2-yl)ethyl]carbamate C(#N)C=1C=C(C=CC1)CC(C=1SCC(N1)O)NC(OC(C)(C)C)=O